4,4'-methylenebis(2,6-bis(2-methylpentan-2-yl)cyclohexylamine) C(C1CC(C(C(C1)C(C)(CCC)C)N)C(C)(CCC)C)C1CC(C(C(C1)C(C)(CCC)C)N)C(C)(CCC)C